2,4-dichlorophenoxyacetate calcium [Ca+2].ClC1=C(OCC(=O)[O-])C=CC(=C1)Cl.ClC1=C(OCC(=O)[O-])C=CC(=C1)Cl